CS(=O)(=O)N1C=C(C=C1)C(=O)N1[C@@H](CC1)C(=O)NC=1SC=C(N1)C=1C=C(C=CC1)C1=CC(=CC=C1)C(=O)OC(C)C isopropyl (S)-3'-(2-(1-(1-(methylsulfonyl)-1H-pyrrole-3-carbonyl)azetidine-2-carboxamido)thiazol-4-yl)-[1,1'-biphenyl]-3-carboxylate